5-propyl-2-thieno[3,2-b]thiopheneboronic acid C(CC)C1=CC=2SC(=CC2S1)B(O)O